Behenic Acid Chloride C(CCCCCCCCCCCCCCCCCCCCC)(=O)Cl